S1C(SCCC1)C=1C=C(C=C(C1OCC1=CC=C(C=C1)OC)F)NC(=O)C=1SC(=CN1)C1=CC=CC=C1 N-(3-(1,3-dithian-2-yl)-5-fluoro-4-(4-methoxybenzyloxy)phenyl)-5-phenylthiazole-2-carboxamide